tert-butyl (3R,4R)-3-(acetyloxy)-4-{[5-bromo-7-(2-methylpropyl)imidazo[4,3-f][1,2,4]triazin-2-yl]amino}piperidine-1-carboxylate C(C)(=O)O[C@@H]1CN(CC[C@H]1NC1=NN2C(C=N1)=C(N=C2CC(C)C)Br)C(=O)OC(C)(C)C